COC1=CC=C(C=C1)C1=NN2C(=NC3=C(C2=N1)N=CC=C3)N[C@@H]3C(NCCCC3)=O (3S)-3-{[2-(4-methoxyphenyl)pyrido[2,3-e][1,2,4]triazolo[1,5-c]pyrimidin-5-yl]amino}azepan-2-one